BrC=1C=C(OC1)[C@@H](CC)NC1=C(C(C1=O)=O)NC=1C(=C(C(=O)N(C)C)C=CC1)O 3-[2-[1(R)-(4-Bromofuran-2-yl)propylamino]-3,4-dioxo-1-cyclobutenylamino]-2-hydroxy-N,N-dimethylbenzamide